(R)-(2-(benzofuran-3-yl)-1-(2-oxo-2-((6-methoxybenzo[d]thiazol-2-yl)amino)acetamido)Ethyl)boric acid O1C=C(C2=C1C=CC=C2)C[C@H](NC(C(NC=2SC1=C(N2)C=CC(=C1)OC)=O)=O)OB(O)O